BrC1=CC=C(C=C1)NS(OCC(=O)NCC1=CC=CC=C1)(=O)=O 2-(benzylamino)-2-oxoethyl (4-bromophenyl)sulfamate